ClC1=C(\C=N\O[C@H](C(=O)O)C)C=C(C(=C1)F)N1C(N(C(N(C1=O)C)=S)C)=O (2S)-2-({(E)-[2-chloro-5-(3,5-dimethyl-2,6-dioxo-4-sulfanylidene-1,3,5-triazinan-1-yl)-4-fluorobenzylidene]amino}oxy)propanoic acid